n-methyl-1-(4-(9-(morpholinylmethyl)pyrido[3,2-e][1,2,4]triazolo[4,3-a]pyrazin-2-yl)pyridin-2-yl)piperidin-4-amine CNC1CCN(CC1)C1=NC=CC(=C1)C=1C=CC=2N=CC=3N(C2N1)C(=NN3)CN3CCOCC3